C1=NC=C(C2=CC=CC=C12)N1C(N(C[C@H]1C#N)C=1NC(=CN1)C(F)(F)F)=O (S)-3-(isoquinolin-4-yl)-2-oxo-1-(5-(trifluoromethyl)-1H-imidazol-2-yl)imidazoline-4-carbonitrile